(R)-4-(7-(4-bromo-3-(trifluoromethyl)benzoyl)-2-hydrazino-6-methyl-4-oxo-5,6,7,8-tetrahydropyrido[3,4-d]pyrimidin-3(4H)-yl)-2-chloro-N-methylbenzamide BrC1=C(C=C(C(=O)N2CC=3N=C(N(C(C3C[C@H]2C)=O)C2=CC(=C(C(=O)NC)C=C2)Cl)NN)C=C1)C(F)(F)F